5-Hydroxy-2-propylindole OC=1C=C2C=C(NC2=CC1)CCC